methyl (4-aminoisoquinolin-1-yl)-D-prolinate NC1=CN=C(C2=CC=CC=C12)N1[C@H](CCC1)C(=O)OC